C(C)(C)(C)OC(=O)N1C=CC2=CC=CC=C12 1-tert-butyloxycarbonyl-1H-indole